[Na+].C(CCCCCCC\C=C/CCCCCCCC)(=O)OC[C@@H](OC(CCCCCCC\C=C/CCCCCCCC)=O)COP(=O)(O)OC[C@H](N)C(=O)[O-] 1,2-dioleoyl-sn-glycero-3-phospho-L-serine sodium salt